3-{2-[(3,5-dimethylphenyl)amino]pyrimidin-4-yl}-1-methyl-N-(1H-pyrazol-3-yl)-1H-pyrazole-5-carboxamide CC=1C=C(C=C(C1)C)NC1=NC=CC(=N1)C1=NN(C(=C1)C(=O)NC1=NNC=C1)C